2,4-dichloro-6-(2-(3-methylbenzylidene)hydrazinyl)pyrimidin-5-amine ClC1=NC(=C(C(=N1)Cl)N)NN=CC1=CC(=CC=C1)C